COC1=CC(=NC=C1)N(C1=NC(=NN2C1=C(C(=C2)C2=NN(C=C2)C)C)C=2N(C=CN2)C)C N-(4-Methoxypyridin-2-yl)-N,5-dimethyl-2-(1-methyl-1H-imidazol-2-yl)-6-(1-methyl-1H-pyrazol-3-yl)pyrrolo[2,1-f][1,2,4]triazin-4-amine